(9Z,9'Z,12Z,12'Z)-2-(((1,3-dimethylpyrrolidine-3-carbonyl)oxy)methyl)propane-1,3-diyl bis(octadeca-9,12-dienoate) C(CCCCCCC\C=C/C\C=C/CCCCC)(=O)OCC(COC(CCCCCCCC=CCC=CCCCCC)=O)COC(=O)C1(CN(CC1)C)C